3-ethylcyclobutan-1-amine C(C)C1CC(C1)N